(S)-3-(3-(6-bromo-7-((1-(ethylsulfonyl)pyrrolidine-3-yl)amino)-3H-imidazo[4,5-b]pyridine-2-yl)-2,5-dimethyl-1H-pyrrol-1-yl)-N-(2-(4-methylpiperazine-1-yl)ethyl)benzamide BrC=1C(=C2C(=NC1)NC(=N2)C2=C(N(C(=C2)C)C=2C=C(C(=O)NCCN1CCN(CC1)C)C=CC2)C)N[C@@H]2CN(CC2)S(=O)(=O)CC